FC(C1=NN=C(S1)N1C=NC2=C1C=C(C=C2N2C[C@H]1N(CC2)C(CCC1)=O)S(=O)(=O)NC1(CC1)C)F (S)-1-(5-(difluoromethyl)-1,3,4-thiadiazol-2-yl)-N-(1-methylcyclopropyl)-4-(6-oxooctahydro-2H-pyrido[1,2-a]pyrazin-2-yl)-1H-benzo[d]imidazole-6-sulfonamide